13-(3,5-dimethoxybenzyl)-3-(hept-6-en-1-yloxy)-2,9,10-trimethoxy-5,6-dihydroisoquinolino[3,2-a]isoquinolin-7-ium COC=1C=C(CC2=C3C=CC(=C(C3=C[N+]3=C2C=2C=C(C(=CC2CC3)OCCCCCC=C)OC)OC)OC)C=C(C1)OC